N-methyl-3-amino-1,2,4-triazole CN1N=C(N=C1)N